C(#N)C1(CC1)N(S(=O)(=O)C=1C=C(C=2N(C1)C(=CN2)C2=NN1C(C(CCC1)F)=C2)N2CCN(CC2)C(C(C)C)=O)CC2=CC=C(C=C2)OC N-(1-cyanocyclopropyl)-3-(4-fluoro-4,5,6,7-tetrahydropyrazolo[1,5-a]pyridin-2-yl)-8-(4-isobutyrylpiperazin-1-yl)-N-(4-methoxybenzyl)imidazo[1,2-a]pyridin-6-sulfonamide